COC=1C=C(C=CC1OC)C1=CC=NC=2N1N=C(C2)C(=O)NC2=CC=C(C(=O)N[C@H](C)C(=O)O)C=C2 (4-(7-(3,4-dimethoxy-phenyl)pyrazolo[1,5-a]pyrimidine-2-carboxamido)benzoyl)-D-alanine